2-[Bis(2-aminoethyl)amino]ethanol NCCN(CCO)CCN